1-[4-[(3-benzoyl-5-methyl-2,4-dioxo-pyrimidin-1-yl)methyl]-4-(benzyloxymethyl)cyclohexyl]-3-butyl-hexahydropyrimidine-2,4,6-trione C(C1=CC=CC=C1)(=O)N1C(N(C=C(C1=O)C)CC1(CCC(CC1)N1C(N(C(CC1=O)=O)CCCC)=O)COCC1=CC=CC=C1)=O